CNC=1N=CC(=NC1)C#C/C=C/C=1SC2=NC=CC=C2N1 (E)-2-(4-(5-(methylamino)pyrazin-2-yl)but-1-en-3-yn-1-yl)thiazolo[5,4-b]pyridine